CC=1SC2=NC=C(C(=C2N1)C=C)NC(OC(C)(C)C)=O tert-butyl (2-methyl-7-vinylthiazolo[5,4-b]pyridin-6-yl)carbamate